NC1=NC=CC=C1C1=NC=2C(=NC(=CC2)C2=CC=CC=C2)N1C1=CC=C(C=C1)CN1CCC(CC1)C(=O)OC methyl 1-[[4-[2-(2-amino-3-pyridyl)-5-phenyl-imidazo[4,5-b]pyridin-3-yl]phenyl]methyl]piperidine-4-carboxylate